N[C@H](C(=O)NC1=C(C=C(C=C1)Cl)C(=O)C1CCCCC1)[C@H](CC)C (2s,3s)-2-amino-N-(4-chloro-2-(cyclohexanecarbonyl)phenyl)-3-methylpentanamide